Cl.C(C)(=O)O[C@@H]1[C@@H](SC2=C(N(C1=O)CCN(C)C)C=CC=C2)C2=CC=C(C=C2)OC [(2S,3S)-5-[2-(dimethylamino)ethyl]-2-(4-methoxyphenyl)-4-oxo-2,3-dihydro-1,5-benzothiazepin-3-yl] acetate hydrochloride